CN(CCOC(=O)OC(C(=O)OCCCCCCCC(OCCCCCCCC)OCCCCCCCC)CCC(=O)OCCCCCCCC(OCCCCCCCC)OCCCCCCCC)C bis(8,8-bis(octyloxy)octyl) 2-(((2-(dimethylamino)ethoxy)carbonyl)oxy)pentanedioate